C(C1=CC=CC=C1)[C@@H]1[C@H](OC(O1)(C)C)CCO[Si](C)(C)C(C)(C)C (2-((4R,5R)-5-benzyl-2,2-dimethyl-1,3-dioxolan-4-yl)ethoxy)(tert-butyl)dimethylsilane